ethyl indane-5-carboxylate C1CCC2=CC(=CC=C12)C(=O)OCC